1-[4-[[5-[2-(3-chloroanilino)pyrimidin-5-yl]-3-pyridyl]amino]-2-methyl-1-piperidyl]prop-2-en-1-one ClC=1C=C(NC2=NC=C(C=N2)C=2C=C(C=NC2)NC2CC(N(CC2)C(C=C)=O)C)C=CC1